C1=CC(=CC=C1C(=O)CBr)O alpha-bromo-4-hydroxyacetophenone